methyl (2Z)-3-(4-chlorophenyl)-3-(2,2-difluorocyclopropyl)acrylate ClC1=CC=C(C=C1)\C(=C/C(=O)OC)\C1C(C1)(F)F